P(OC1=C(C(=CC=C1)C)C)(OC1=C(C(=CC=C1)C)C)OC1=C(C(=CC=C1)C)C tri(xylyl) phosphite